FC1=CC=CC=2N(C(=NC21)C=2C(=NON2)N)CC=2N=NC(=CC2)C(F)(F)F 4-(4-fluoro-1-((6-(trifluoromethyl)pyridazin-3-yl)methyl)-benzimidazol-2-yl)-1,2,5-oxadiazol-3-amine